6-amino-4-((3-methoxycyclopentyl)amino)nicotinonitrile NC1=NC=C(C#N)C(=C1)NC1CC(CC1)OC